3-hydrazino-5-(5-nitro-1H-pyrazol-3-yl)-4H-1,2,4-triazole-4-amine N(N)C1=NN=C(N1N)C1=NNC(=C1)[N+](=O)[O-]